1-methyl-5-nitro-2,3-dihydro-1H-1,3-benzodiazol-2-one CN1C(NC2=C1C=CC(=C2)[N+](=O)[O-])=O